N(=[N+]=[N-])C(C(=O)OC)=CC1=C(C=CC=C1)C(F)(F)F methyl 2-azido-3-[2-(trifluoromethyl)phenyl]prop-2-enoate